N-(quinoline-6-carbonyl)-O-(trans-3-(2-(5,6,7,8-tetrahydro-1,8-naphthyridin-2-yl)ethyl)cyclobutyl)homoserine N1=CC=CC2=CC(=CC=C12)C(=O)N[C@@H](CCO[C@@H]1C[C@H](C1)CCC1=NC=2NCCCC2C=C1)C(=O)O